(S)-4-(8-methyl-2-(piperidin-4-ylamino)-7,8-dihydro-1,6-naphthyridin-6(5H)-yl)pyrazolo[1,5-a]pyridine-7-carbonitrile C[C@H]1CN(CC=2C=CC(=NC12)NC1CCNCC1)C=1C=2N(C(=CC1)C#N)N=CC2